N-methyl-N-[(3S)-pyrrolidin-3-yl]cyclobutanecarboxamide hydrochloride Cl.CN(C(=O)C1CCC1)[C@@H]1CNCC1